ClC1=NC=CC(=C1)/C=C/C(=O)OC1=C(C=C(C=C1)C1NC(NC(=C1C(=O)OCC)C)=O)OC (E)-ethyl 4-(4-((3-(2-chloropyridin-4-yl)acryloyl)oxy)-3-methoxyphenyl)-6-methyl-2-oxo-1,2,3,4-tetrahydropyrimidine-5-carboxylate